CCCCC(=O)CCCC VALERON